C(C1=CC=CC=C1)OC(NCCN1C(C=2C=C(C(=CC2C2=C1COCC2NC)F)F)=O)=O (2-(8,9-difluoro-1-(methylamino)-6-oxo-1,2,4,6-tetrahydro-5H-pyrano[3,4-c]isoquinolin-5-yl)ethyl)carbamic acid benzyl ester